2-(5-bromo-1-methyl-6-oxo-1,6-dihydropyridine-3-carbonyl)-N-(4-chloro-1-(tetrahydro-2H-pyran-2-yl)-1H-indazol-5-yl)carbamoyl-hydrazine BrC1=CC(=CN(C1=O)C)C(=O)NNC(NC=1C(=C2C=NN(C2=CC1)C1OCCCC1)Cl)=O